CN(C(C(=O)O)CC)C1=CC=C2C(=CC(OC2=C1)=O)C1=C(C=CC=C1)C 2-(methyl(2-oxo-4-(o-tolyl)-2H-chromen-7-yl)amino)butanoic acid